Isotridecyl Salicylate (Isotridecyl Salicylate) C(CCCCCCCCCC(C)C)OC=1C(C(=O)O)=CC=CC1.C(C=1C(O)=CC=CC1)(=O)OCCCCCCCCCCC(C)C